12-(12-hydroxy-1-oxo-stearyloxy)-stearic acid OC(CCCCCCCCCCC(OC(CCCCCCCCCCC(=O)O)CCCCCC)=O)CCCCCC